C1(CC1)COC1=CC=C(C=C1)NC(=O)C=1C=C(C=CC1F)C=1C=C(C(=NC1)C)C(=O)O 5-[3-[[4-(cyclopropylmethoxy)phenyl]carbamoyl]-4-fluoro-phenyl]-2-methyl-pyridine-3-carboxylic acid